C(C=C)(=O)N1C[C@@H]2N(C3=C(C=NC=4C(=C(C(=CC34)Cl)C3=C(C=C(C4=C3N=C(S4)N)F)F)F)N(C2)C([2H])([2H])[2H])C[C@H]1C (2R,4aR,10R)-3-acryloyl-10-(2-amino-5,7-difluorobenzo[d]thiazol-4-yl)-11-chloro-9-fluoro-2-methyl-6-(Methyl-d3)-2,3,4,4a-tetrahydro-1H-pyrazino[1',2':4,5]pyrazino[2,3-c]quinoline